C(#N)C=1C=C2CC[C@H](C2=C(C1)OC)NC(OC(C)(C)C)=O tert-butyl (R)-(5-cyano-7-methoxy-2,3-dihydro-1H-inden-1-yl)carbamate